2-(6-Chloro-3-fluoro-4-methylpyridin-2-yl)propan-2-ol ClC1=CC(=C(C(=N1)C(C)(C)O)F)C